C(CCCCC)N(C(=O)OCCCC)C(C(=O)O)C(CC)C.COC1=CC=C(C=C1)C(=O)C1=CC=CC2=CC=CC=C12 (4-methoxyphenyl)(naphthalen-1-yl)methanone (hexyl(butoxycarbonyl)amino)-3-methylpentanoate